N-(4-(2-chloro-5-fluorophenyl)-7-(1-methyl-1H-pyrazol-4-yl)-2-oxo-2,3,4,7-tetrahydro-1H-pyrrolo[2,3-d]pyrimidin-5-yl)-3-fluoro-5-(trifluoromethyl)benzamide ClC1=C(C=C(C=C1)F)C1C2=C(NC(N1)=O)N(C=C2NC(C2=CC(=CC(=C2)C(F)(F)F)F)=O)C=2C=NN(C2)C